BrC=1N(C2=CC=CC=C2C1C1=CC=C(C=C1)F)C(C)C 2-bromo-3-(4-fluorophenyl)-1-isopropyl-1H-indole